prop-2-enyl-1H-imidazole C(C=C)N1C=NC=C1